OC=1C=C2C(N(C=NC2=CC1)C1CCC2(C1)CCN(CC2)C(=O)OC(C)(C)C)=O tertbutyl 3-(6-hydroxy-4-oxo-quinazolin-3-yl)-8-azaspiro[4.5]decane-8-carboxylate